2'-Chloro-5'-methoxy-N-(5-(2-methoxy-nicotinoyl)-5,6-dihydro-4H-pyrrolo[3,4-d]thiazol-2-yl)-6-methyl-[4,4'-bipyridine]-3-carboxamide ClC1=NC=C(C(=C1)C1=C(C=NC(=C1)C)C(=O)NC=1SC2=C(N1)CN(C2)C(C2=C(N=CC=C2)OC)=O)OC